5-methyl-2-(4-methyl-5-oxo-4-propan-2-yl-1H-imidazol-2-yl)pyridine-3-carboxylic acid CC=1C=C(C(=NC1)C=1NC(C(N1)(C(C)C)C)=O)C(=O)O